3-(((1-(fluoromethyl)cyclopropyl)methyl)amino)-4-nitrobenzoate FCC1(CC1)CNC=1C=C(C(=O)[O-])C=CC1[N+](=O)[O-]